methyl (s)-(7-((1-hydroxyhexan-3-yl)amino)-1-((6-(piperidin-4-yl)pyridin-3-yl)methyl)-1H-pyrazolo[4,3-d]pyrimidin-5-yl)carbamate OCC[C@H](CCC)NC=1C2=C(N=C(N1)NC(OC)=O)C=NN2CC=2C=NC(=CC2)C2CCNCC2